FC(C=1C(=C(C=CC1)[C@@H](C)NC1=NC(=NC2=C3C(=C(C=C12)C1(CCN(CC1)C(CC#N)=O)O)OCC3)C)F)F (R)-3-(4-(4-((1-(3-(difluoromethyl)-2-fluorophenyl)ethyl)amino)-2-methyl-8,9-dihydrofuro[2,3-h]quinazolin-6-yl)-4-hydroxypiperidin-1-yl)-3-oxopropanenitrile